N1(N=NN=C1)C=1C=C(C(=O)O)C=CC1 3-(1H-tetrazol-1-yl)benzoic acid